OC(CC1=C(C=CC(=C1)C(F)(F)F)[N+](=O)[O-])=C1C(OC(OC1=O)(C)C)=O 5-{1-hydroxy-2-[2-nitro-5-(trifluoromethyl)phenyl]ethylidene}-2,2-dimethyl-1,3-dioxane-4,6-dione